CN1CC2CCNCCC2C1 2-methyldecahydro-pyrrolo[3,4-d]azepine